FC1=NC=C(C(=C1)C[C@@H](C(=O)[O-])C)F (S)-3-(2,5-difluoropyridin-4-yl)-2-methylpropanoate